(4-(3-((dimethylamino)methyl)-6-fluoro-1H-indol-1-yl)pyrimidin-2-yl)-2-methoxy-6-morpholinopyridine-3,5-diamine CN(C)CC1=CN(C2=CC(=CC=C12)F)C1=NC(=NC=C1)C1=C(C(=NC(=C1N)N1CCOCC1)OC)N